[Cl-].[Cl-].C1(=CC=CC=C1)[Zr](C1C2=CC=CC=C2C=2C=CC=CC12)(C1C=CC=C1)C1=CC=CC=C1 diphenyl-(cyclopentadienyl)(9-fluorenyl)zirconium dichloride